2,2'-(1,3-phenylene)bis-(5-methyl-2-oxazoline) C1(=CC(=CC=C1)C=1OC(CN1)C)C=1OC(CN1)C